FC=1C=C(N(C1)C1=C(C=C(C=C1)C(=O)OC)[N+](=O)[O-])C(=O)OC Methyl 4-fluoro-1-(4-(methoxycarbonyl)-2-nitrophenyl)-1H-pyrrole-2-carboxylate